(2S,5R)-2-((E)-N'-(tert-butoxycarbonyl)-N-cyclopropylcarbamimidoyl)-7-oxo-1,6-diazabicyclo[3.2.1]octan-6-yl sulfate S(=O)(=O)(ON1[C@@H]2CC[C@H](N(C1=O)C2)\C(\NC2CC2)=N/C(=O)OC(C)(C)C)[O-]